CN(C=1C2=C(N=C(N1)N1CC(C1)OC(C1=CC=C(C=C1)C(N(C)C)=O)=O)CC[S+]2[O-])C2CCOCC2 [1-[4-[Methyl(tetrahydropyran-4-yl)amino]-5-oxido-6,7-dihydrothieno[3,2-d]pyrimidin-5-ium-2-yl]azetidin-3-yl]-4-(dimethylcarbamoyl)benzoat